N1N=CC=2C(=CC=CC12)N Z-indazol-4-amine